(S)-2-((tert-butyldimethylsilyl)oxy)propanal [Si](C)(C)(C(C)(C)C)O[C@H](C=O)C